C(C)OC(COCC1CCN(CC1)C(=O)OCC1=CC=CC=C1)=O Benzyl 4-((2-ethoxy-2-oxoethoxy)methyl)piperidine-1-carboxylate